BrC=1C=C2C(=NC=NC2=CC1)NC1CCOCC1 6-bromo-N-(tetrahydro-2H-pyran-4-yl)quinazolin-4-amine